phenyl (2-(tert-butyl)-6-methylpyridin-4-yl)carbamate C(C)(C)(C)C1=NC(=CC(=C1)NC(OC1=CC=CC=C1)=O)C